CN1CC(C1)(C)[C@@](C=1C=NC=C(C(=O)NO)C1)(C1=CC=C(C=C1)C(C)C)O 5-[(R)-(1,3-dimethyl-azetidin-3-yl)-hydroxy-(4-isopropyl-phenyl)-methyl]-N-hydroxy-nicotinamide